(E)-N-(2-(3-(hydroxyamino)-3-oxoprop-1-en-1-yl)phenyl)-2,3-dihydro-1H-indene-2-carboxamide ONC(/C=C/C1=C(C=CC=C1)NC(=O)C1CC2=CC=CC=C2C1)=O